C1(CC1)C=1C=C(C=2N(C1)C=C(N2)C=O)N2CCN(CC2)CC 6-cyclopropyl-8-(4-ethylpiperazin-1-yl)imidazo[1,2-a]pyridine-2-carbaldehyde